1-(5,6,7,8-tetrahydronaphthalen-2-yl)ethan C1=C(C=CC=2CCCCC12)CC